(S)-1-(6-chloro-2-fluoro-3-methylbenzyl)-3,4-dimethyl-2-oxo-N-(2,4,6-trifluorobenzyl)-1,2,3,4-tetrahydro-quinazoline-7-carboxamide ClC1=CC=C(C(=C1CN1C(N([C@H](C2=CC=C(C=C12)C(=O)NCC1=C(C=C(C=C1F)F)F)C)C)=O)F)C